O=C1CC(=C(C(=O)O)C=C1)C(=O)O 4-oxo-3,4-dihydro-phthalic acid